CC(C(=O)OCC)C(=O)OCC diethyl (2-methyl)-malonate